C(C)(C)(C)OC(=O)NC(C(=O)OCC)C(C(CC)C)=O ethyl 2-((tert-butoxycarbonyl) amino)-4-methyl-3-oxohexanoate